N-(4-morpholinophenyl)-2-amino-7H-pyrrolo[2,3-d]Pyrimidine O1CCN(CC1)C1=CC=C(C=C1)N1C(N=CC2=C1NC=C2)N